C(C1=CC=CC=C1)N(C1(CC1)CCC1(OCCO1)C)CC1=CC=CC=C1 N,N-dibenzyl-1-[2-(2-methyl-1,3-dioxolan-2-yl)ethyl]cyclopropan-1-amine